(2R,3R)-7-(hexanoyloxy)-5-hydroxy-2-(3,4,5-trihydroxyphenyl)chroman-3-yl 3,4,5-trihydroxybenzoate OC=1C=C(C(=O)O[C@H]2[C@H](OC3=CC(=CC(=C3C2)O)OC(CCCCC)=O)C2=CC(=C(C(=C2)O)O)O)C=C(C1O)O